CC(C=O)C(COC(C)=O)OC(C)=O 2-methyl-3,4-diacetoxy-butyraldehyde